1-(4-bromo-2-(trifluoromethyl)benzyl)-4-ethylpiperazin-2-one BrC1=CC(=C(CN2C(CN(CC2)CC)=O)C=C1)C(F)(F)F